2-[(3aR,7aR)-4-(3-fluorophenyl)-hexahydro-2H-pyrrolo[3,2-b]pyridin-1-yl]-4-{4-[(2-iodoethoxy)methyl]piperidin-1-yl}pyridine FC=1C=C(C=CC1)N1[C@H]2[C@@H](CCC1)N(CC2)C2=NC=CC(=C2)N2CCC(CC2)COCCI